13β-Ethyl-17α-ethynyl-17β-hydroxygon-4-en-3-one C(C)[C@]12[C@](CC[C@H]2[C@H]2[C@H](CC1)[C@H]1CCC(C=C1CC2)=O)(O)C#C